SC=1N(C(=NN1)[C@H](CC1=CC=CC=C1)NC(CC1=C(NC2=CC=CC=C12)C)=O)C1=CC=C(C=C1)OC (S)-N-(1-(5-mercapto-4-(4-methoxyphenyl)-4H-1,2,4-triazol-3-yl)-2-phenylethyl)-2-(2-methyl-1H-indol-3-yl)acetamide